NCCCN1C(CCCCC1)=O N-aminopropyl-caprolactam